CN1CCN(CC1)CC1(OB(OC1(C)C)C1=CC=CC=C1)C (4-methyl-1-piperazinyl)phenylboronic acid pinacol ester